FC1=CC2=C(N(C(N2C)=O)C)C=C1CN[C@@H]1[C@@H](C[C@H](CC1)NCC=1C=2N(C=C(C1)F)C=CN2)O 5-Fluoro-6-((((1S,2R,4S)-4-(((6-fluoroimidazo[1,2-a]pyridin-8-yl)methyl)amino)-2-hydroxycyclohexyl)amino)methyl)-1,3-dimethyl-1,3-dihydro-2H-benzo[d]imidazol-2-one